[OH-].O1C(CCC1)CN1C=[N+](C=C1)CC1OCCC1 1,3-bis[(oxolan-2-yl)methyl]imidazolium hydroxide